O=C1NC(CCC1NC1=CC=C(C=C1)C1CCN(CC1)C(CCCCCCCCCNC(=O)C=1C=NN2C1N=C(C=C2)N2[C@H](CCC2)C2=C(C=CC(=C2)F)F)=O)=O |r| N-[10-[4-[4-[(2,6-dioxo-3-piperidyl)amino]phenyl]-1-piperidyl]-10-oxo-decyl]-5-[rac-(2R)-2-(2,5-difluorophenyl)pyrrolidin-1-yl]pyrazolo[1,5-a]pyrimidine-3-carboxamide